OC1(CC(C1)C(=O)N1CC2(C1)C[C@@H](CC2)C2=CC(=CC(=C2)OC(F)(F)F)C)C |r| (rac)-((1s,3s)-3-Hydroxy-3-methylcyclobutyl)(6-(3-methyl-5-(trifluoromethoxy)phenyl)-2-azaspiro[3.4]octan-2-yl)methanon